2-[4-[5,6-dichloro-2-(2-fluoro-4-pyridyl)pyrimidin-4-yl]-6,6-difluoro-1,4-diazepan-1-yl]acetonitrile ClC=1C(=NC(=NC1Cl)C1=CC(=NC=C1)F)N1CCN(CC(C1)(F)F)CC#N